(6-((tetrahydro-2H-pyran-4-yl)oxy)pyridin-3-yl)methyl (1-(2-(2,6-dioxo-1-((2-(trimethylsilyl)ethoxy)methyl)piperidin-3-yl)-3-oxoisoindolin-5-yl)ethyl)carbamate O=C1N(C(CCC1N1CC2=CC=C(C=C2C1=O)C(C)NC(OCC=1C=NC(=CC1)OC1CCOCC1)=O)=O)COCC[Si](C)(C)C